4-(3-tert-butylphenyl)-2-pentanol C(C)(C)(C)C=1C=C(C=CC1)C(CC(C)O)C